CN1N=CC(=C1)S(=O)(=O)NC1=NC(=CC(=N1)OC1=CC=C(C=C1)N1CCNCC1)OC1=C(C=C(C=C1C)C)C 1-Methyl-N-[4-(4-piperazin-1-ylphenoxy)-6-(2,4,6-trimethylphenoxy)pyrimidin-2-yl]pyrazole-4-sulfonamide